(S or R)-3-(4-(6-(3,4-dimethylphenyl)-2-hydroxypyridin-3-yl)-1H-1,2,3-triazol-1-yl)-2,3-dihydrothiophene 1,1-dioxide hydrochloride Cl.CC=1C=C(C=CC1C)C1=CC=C(C(=N1)O)C=1N=NN(C1)[C@@H]1CS(C=C1)(=O)=O |o1:21|